NC=1C=C(C=C(C1)C(F)(F)F)[C@@H](C)NC=1C2=C(N=C(N1)C)N=C(C(=C2)C(=O)N(C)C)N2C1CC(CC2CC1)O 4-((R)-1-(3-amino-5-(trifluoromethyl)phenyl)ethylamino)-7-(3-hydroxy-8-azabicyclo[3.2.1]octan-8-yl)-N,N,2-trimethylpyrido[2,3-d]pyrimidine-6-carboxamide